CC1=C(C=C(C=C1)NC(=O)[C@H]1[C@H](C1)C1=CC=CC=C1)C=1N=NC=CC1 (1R,2S)-N-(4-methyl-3-pyridazin-3-ylphenyl)-2-phenylcyclopropane-1-carboxamide